C1(=CC(=CC=C1)C1=NC(=NC(=N1)C1=CC(=CC=C1)Br)C1=CC=CC=C1)C1=CC=CC=C1 2-([1,1'-biphenyl]-3-yl)-4-(3-bromophenyl)-6-phenyl-1,3,5-triazine